ethyl 5-((t-butoxycarbonyl) amino)-2,2-difluoro-4-iodovalerate C(C)(C)(C)OC(=O)NCC(CC(C(=O)OCC)(F)F)I